(tert-butoxycarbonyl)-L-alanine butyl ester C(CCC)OC([C@@H](NC(=O)OC(C)(C)C)C)=O